5-Fluoro-N-[(2R)-1-hydroxy-prop-2-yl]-4-[4-methyl-5-oxo-3-(prop-2-yl)-4,5-dihydro-1H-1,2,4-triazol-1-yl]-2-[(2S)-pent-2-yloxy]benzamide FC=1C(=CC(=C(C(=O)N[C@@H](CO)C)C1)O[C@@H](C)CCC)N1N=C(N(C1=O)C)C(C)C